3-(2-fluoro-2-(3-fluoro-4-methylphenyl)vinyl)azetidine FC(=CC1CNC1)C1=CC(=C(C=C1)C)F